CC1(CC(C(C(C1)=O)=C(C)[C@](N)(CCCCNC(=O)OCC1C2=CC=CC=C2C=2C=CC=CC12)C(=O)O)=O)C 2-[1-(4,4-dimethyl-2,6-dioxocyclohexylidene)ethyl]-N6-[(9H-fluoren-9-ylmethoxy)carbonyl]-L-lysine